8-chloro-3-(methoxymethoxy)naphthalen ClC=1C=CC=C2C=C(C=CC12)OCOC